2,2'-biphenyl-dicarboxylic acid anhydride C=12C(=CC=CC1)C(=O)OC(=O)C=1C2=CC=CC1